FC1(CCN(CCC1)C1=C(C(=O)NC=2C=C(C=CC2)[S@@](=O)(C)=NC(OC(C)(C)C)=O)C=C(C(=N1)C)C(F)(F)F)F tert-butyl (S)-((3-(2-(4,4-difluoroazepan-1-yl)-6-methyl-5-(trifluoromethyl)nicotinamido)phenyl)(methyl)(oxo)-λ6-sulfaneylidene)carbamate